C(C)(C)(C)C1=NN(C(=C1)NC(=O)NC1=C(C=C(C=C1)OC1=C2C(=NC=C1)NC=C2Cl)F)C2=CC=CC=C2 1-(3-(tert-butyl)-1-phenyl-1H-pyrazol-5-yl)-3-(4-((3-chloro-1H-pyrrolo[2,3-b]pyridin-4-yl)oxy)-2-fluorophenyl)urea